C(OC1=C2C(=NN(C2=CC=C1[C@@H](C(F)(F)F)OC)C)N)([2H])([2H])[2H] (S)-4-(methoxy-d3)-1-methyl-5-(2,2,2-trifluoro-1-methoxyethyl)-1H-indazol-3-amine